(S)-methyl 2-((4-(6-(6-cyano-8-fluoro-3,4-dihydroisoquinolin-2(1H)-yl)pyridin-2-yl)piperidin-1-yl)methyl)-1-(oxetan-2-ylmethyl)-1H-benzo[d]imidazole-6-carboxylate C(#N)C=1C=C2CCN(CC2=C(C1)F)C1=CC=CC(=N1)C1CCN(CC1)CC1=NC2=C(N1C[C@H]1OCC1)C=C(C=C2)C(=O)OC